ClC1=CC(=CC=2N1N=CN2)OC2=C(C=C(C=C2)NC(C)=O)C N-(4-((5-chloro-[1,2,4]triazolo[1,5-a]pyridin-7-yl)oxy)-3-methylphenyl)acetamide